{1-(1-{[6-[(isopropylamino)methyl]-2-(trifluoromethyl)pyrimidin-4-yl]carbonyl}piperidin-4-yl)-3-[4-(7H-pyrrolo[2,3-d]pyrimidin-4-yl)-1H-pyrazol-1-yl]azetidin-3-yl}acetonitrile C(C)(C)NCC1=CC(=NC(=N1)C(F)(F)F)C(=O)N1CCC(CC1)N1CC(C1)(N1N=CC(=C1)C=1C2=C(N=CN1)NC=C2)CC#N